C(C)(C)(C)OC(=O)NC=1SC=C(N1)/C(/C(=O)O)=N/OC1(CCC(CC1)(F)F)C(=O)OC(C)(C)C (2Z)-{2-[(tert-butoxycarbonyl)amino]-1,3-thiazol-4-yl}({[1-(tert-butoxycarbonyl)-4,4-difluorocyclohexyl]oxy}imino)acetic acid